CN(CCCC(C)C1CCC2C3CC=C4C[C@H](CC[C@@]4(C3CC[C@]12C)C)O)C (3S,10R,13R)-17-(5-(dimethylamino)pentan-2-yl)-10,13-dimethyl-2,3,4,7,8,9,10,11,12,13,14,15,16,17-tetradecahydro-1H-cyclopenta[a]phenanthren-3-ol